CC1=C(C=CC(=C1)C)C1=NC=NC(=N1)C1=C(C=C(C=C1)C)C 2,4-bis(2,4-dimethylphenyl)-1,3,5-triazin